C[Si](O[Si](CCCOC(C=C)=O)(O[Si](C)(C)C)O[Si](C)(C)C)(C)C.C(C=C)(=O)N acrylamide 3-[tris(trimethylsiloxy)silyl]propyl-acrylate